(tert-butyl)-2-butyl-7-(1-methylpiperidin-4-yl)-1H-imidazo[4,5-d]thieno[3,2-b]pyridine-4-amine C(C)(C)(C)N1C(=NC=2C1=C1C(=NC2N)C=C(S1)C1CCN(CC1)C)CCCC